2,3-dihydroBenzofuran-4-carboxamide O1CCC=2C1=CC=CC2C(=O)N